(2R,3R,4R,5R)-2-(hydroxymethyl)-5-phenethyltetrahydro-2H-pyran-3,4-diol OC[C@H]1OC[C@H]([C@H]([C@H]1O)O)CCC1=CC=CC=C1